5-bromo-3-((4-methoxybenzyl)oxy)pyridinecarbonitrile BrC=1C=C(C(=NC1)C#N)OCC1=CC=C(C=C1)OC